OC1=C(C=CC=C1)C(C=CC1=C(C(=O)N)C=CC=C1)=O 3-(2-hydroxyphenyl)-3-oxoprop-1-en-1-ylbenzamide